C(C)(C)(C)OC(=O)N1CC2C(C1)CC(C2)OS(=O)(=O)C 5-((methylsulfonyl)oxy)hexahydrocyclopenta[c]pyrrole-2(1H)-carboxylic acid tert-butyl ester